ClC1=CC=C(C(=O)NC2=CC(=C(C=C2)C)[N+](=O)[O-])C=C1 4-chloro-N-(4-methyl-3-nitrophenyl)benzamide